(1S,2S,4R)-N-[(1S)-1-cyano-2-[2-fluoro-4-(2-methylisoindolin-5-yl)phenyl]ethyl]-3-azabicyclo[2.2.1]heptane-2-carboxamide C(#N)[C@H](CC1=C(C=C(C=C1)C=1C=C2CN(CC2=CC1)C)F)NC(=O)[C@@H]1[C@H]2CC[C@@H](N1)C2